N-(2-(5-bromobenzo[d]thiazol-2-yl)Ethyl)-N-methyloxetan-3-amine BrC=1C=CC2=C(N=C(S2)CCN(C2COC2)C)C1